C(C=C)[Si](OCC)(OCC)OCC Allyltri-ethoxysilane